NC=1C(=NC(=CN1)C1=NC=CC=C1C(F)(F)F)C(=O)NC1=NC=CC=C1N1CCC(CC1)(CC)N 3-Amino-N-(3-(4-amino-4-ethylpiperidin-1-yl)pyridin-2-yl)-6-(3-(trifluoromethyl)pyridin-2-yl)pyrazin-2-carboxamid